(R)-1-(2-methoxy-5-(methyl(2-methyl-4-((1-(3-nitro-5-(trifluoromethyl)phenyl)ethyl)amino)quinazolin-6-yl)amino)pyridin-3-yl)-3-methylimidazolidine COC1=NC=C(C=C1N1CN(CC1)C)N(C=1C=C2C(=NC(=NC2=CC1)C)N[C@H](C)C1=CC(=CC(=C1)C(F)(F)F)[N+](=O)[O-])C